N-(p-toluenesulfonyl)-1,2-diphenylethylenediamine CC1=CC=C(C=C1)S(=O)(=O)NC(C(N)C1=CC=CC=C1)C1=CC=CC=C1